ethyl 2-[3-(3,5-dimethylisoxazol-4-yl)phenyl]acetate CC1=NOC(=C1C=1C=C(C=CC1)CC(=O)OCC)C